C(C)(C)(C)C1=CC=C(C=C1)C=1C=CC=2NC3=CC=C(C=C3C2C1)C1=CC=C(C=C1)C(C)(C)C 3,6-bis(4-(tert-butyl)phenyl)-9H-carbazole